1-(3-(2-bromo-4-fluoro-5-(3-phenylureido)phenyl)-1-ethyl-2-oxo-1,2-dihydro-1,6-naphthyridin-7-yl)-1-methyl-3-phenylurea BrC1=C(C=C(C(=C1)F)NC(=O)NC1=CC=CC=C1)C=1C(N(C2=CC(=NC=C2C1)N(C(=O)NC1=CC=CC=C1)C)CC)=O